4-chloro-2,3,6-trimethyl-1-toluenesulfonyl-1H-pyrrolo[2,3-b]pyridine ClC1=C2C(=NC(=C1)C)N(C(=C2C)C)S(=O)(=O)CC2=CC=CC=C2